4-[3-(benzenesulfonyl)-3-{4-[(2-chloro-6-fluorophenyl)methoxy]phenyl}pyrrolidine-1-carbonyl]-1λ6-thiane-1,1-dione C1(=CC=CC=C1)S(=O)(=O)C1(CN(CC1)C(=O)C1CCS(CC1)(=O)=O)C1=CC=C(C=C1)OCC1=C(C=CC=C1F)Cl